3,5-diisopropylpyridine C(C)(C)C=1C=NC=C(C1)C(C)C